Triethoxy-(4,4,5,5,6,6,7,7-octafluoro-10-triethoxysilyldecyl)silane C(C)O[Si](CCCC(C(C(C(CCC[Si](OCC)(OCC)OCC)(F)F)(F)F)(F)F)(F)F)(OCC)OCC